CS(=O)CCCCCCCC(C(=O)O)N The molecule is a sulfur-containing amino acid that is the sulfoxide obtained by formal oxygenation of the sulfur atom of pentahomomethionine. It has a role as a plant metabolite. It is a non-proteinogenic alpha-amino acid, a sulfur-containing amino acid and a sulfoxide. It derives from a pentahomomethionine.